C(OCC1OC(OC1)CCCCCCCCCC)(OC1=CC=C(C=C1)[N+](=O)[O-])=O (2-decyl-1,3-dioxolan-4-yl)methyl (4-nitrophenyl) carbonate